5-{4-[(1-{[4-(propan-2-yl)phenyl]carbamoyl}-DL-prolyl)amino]phenyl}pyridine-2-carboxylic acid CC(C)C1=CC=C(C=C1)NC(=O)N1[C@@H](CCC1)C(=O)NC1=CC=C(C=C1)C=1C=CC(=NC1)C(=O)O |r|